C(C)(=O)N1CCC(CC1)N1C(N(C2=C1C=C(C=C2)Cl)CC2=C(C=C(C=C2)C=2OC(=NN2)C(F)F)F)=O 3-(1-acetylpiperidine-4-yl)-5-chloro-1-(4-(5-(difluoromethyl)-1,3,4-oxadiazole-2-yl)-2-fluorobenzyl)-1,3-dihydro-2H-benzo[d]imidazole-2-one